C(C)OC(=O)C=1C=NN2C1N=C(C=C2COC)C2=CC=C(C=C2)F 5-(4-fluorophenyl)-7-(methoxymethyl)pyrazolo[1,5-a]Pyrimidine-3-carboxylic acid ethyl ester